2-methyl-7-[(3S)-3-methylmorpholin-4-yl]furo[2,3-c]pyridine-4-carbaldehyde CC1=CC2=C(C(=NC=C2C=O)N2[C@H](COCC2)C)O1